(1S,2R)-2-[({2-[5-Cyclopropyl-4'-fluoro-2'-(4-methyl-1,2,4-triazol-3-yl)-[1,1'-biphenyl]-3-yl]-1,3-benzoxazol-5-yl}methyl)amino]cyclopentan-1-ol C1(CC1)C=1C=C(C=C(C1)C1=C(C=C(C=C1)F)C1=NN=CN1C)C=1OC2=C(N1)C=C(C=C2)CN[C@H]2[C@H](CCC2)O